(R)-2-amino-2-(1-methyl-cyclobutyl)-acetyl-ethylamine N[C@@H](C(=O)NCC)C1(CCC1)C